Cl[SiH]1C[Si](CCC1)(CCC)Cl 1,3-dichloro-3-propyl-1,3-disilacyclohexane